methyl 2-((3-chlorophenyl)sulfonyl)-2-methylpropanoate ClC=1C=C(C=CC1)S(=O)(=O)C(C(=O)OC)(C)C